FC1(CCN(CC1)C1=NC=CC(=N1)OCC1=CC=C(C=C1)F)C(=O)NC1(CCN2CCC1CC2)C 4-Fluoro-1-(4-((4-fluorobenzyl)oxy)pyrimidin-2-yl)-N-(4-methyl-1-azabicyclo[3.2.2]nonan-4-yl)piperidine-4-carboxamide